(1R,3S)-3-(1-(tert-butyl)-5-(2-(3-methyl-2-carbonyl-2,3-dihydrobenzo[d]oxazol-7-yl)acetamido)-1H-pyrazol-3-yl)cyclopentylbicyclo[1.1.1]pentan-1-ylcarbamate C(C)(C)(C)N1N=C(C=C1NC(CC1=CC=CC=2N(C(OC21)=C=O)C)=O)[C@@H]2C[C@@H](CC2)N(C([O-])=O)C21CC(C2)C1